N,6-dimethyl-5-(4-((6-oxo-6,7,8,9-tetrahydro-5H-cyclopenta[c][1,6]naphthyridin-3-yl)methyl)piperazin-1-yl)picolinamide CNC(C1=NC(=C(C=C1)N1CCN(CC1)CC1=NC=C2C3=C(C(NC2=C1)=O)CCC3)C)=O